ethyl (E)-2-(4-chlorophenyl)-3-(pyridin-4-yl)acrylate ClC1=CC=C(C=C1)/C(/C(=O)OCC)=C\C1=CC=NC=C1